4-amino-N-((6-chloropyridin-3-yl)methyl)-N-cyclopropyl-7-fluoro-1-methyl-1H-pyrazolo[4,3-c]quinoline-8-carboxamide NC1=NC=2C=C(C(=CC2C2=C1C=NN2C)C(=O)N(C2CC2)CC=2C=NC(=CC2)Cl)F